C1(=CC=CC=C1)NC1=CC2=CC=CC=C2C=C1 N-phenylnaphthalene-2-amine